ClC1=CC=C(C=C1)C1=C(CCC(C1)(C)C)CN1CCN(CC1)CC=1C=C2CN(C(C2=C(C1)F)=O)C1C(NC(CC1)=O)=O 3-(5-((4-((4'-chloro-5,5-dimethyl-3,4,5,6-tetrahydro-[1,1'-biphenyl]-2-yl)methyl)piperazin-1-yl)methyl)-7-fluoro-1-oxoisoindolin-2-yl)piperidine-2,6-dione